5-bromo-2,3-difluoro-N,N-bis[(4-methoxyphenyl)methyl]aniline ethyl-2-[(1S)-1-[[(R)-tert-butylsulfinyl]amino]-4-chloro-indan-1-yl]acetate C(C)OC(C[C@]1(CCC2=C(C=CC=C12)Cl)N[S@](=O)C(C)(C)C)=O.BrC=1C=C(C(=C(N(CC2=CC=C(C=C2)OC)CC2=CC=C(C=C2)OC)C1)F)F